(3-(3,4-dichlorophenyl)-2,2-difluoro-3-hydroxypropyl)carbamic acid tert-butyl ester C(C)(C)(C)OC(NCC(C(O)C1=CC(=C(C=C1)Cl)Cl)(F)F)=O